3-((2-ethyl-7-difluoromethyl-1,1-dioxido-3-oxo-2,3-dihydrobenzo[d]isothiazol-6-yl)oxy)-5-fluorobenzonitrile C(C)N1S(C2=C(C1=O)C=CC(=C2C(F)F)OC=2C=C(C#N)C=C(C2)F)(=O)=O